[I-].[I-].[I-].[U+3] uranium tri-iodide